COC=1C=C(C=NC1C#N)OC1C(C(C1(C)C)CC(=O)N)(C)C (3-((5-methoxy-6-cyanopyridin-3-yl)oxy)-2,2,4,4-tetramethylcyclobutyl)acetamide